C(CCC)C1=C(C(=NN1CCC)C(C)(C)C)O Butyl-3-tert-butyl-4-hydroxy-1-n-propyl-pyrazol